BrC1=CC=C(C=C1)C1CCN(CC1)C1=C(C(=C(C#N)C=C1)C(F)(F)F)F 4-(4-(4-bromophenyl)piperidin-1-yl)-3-fluoro-2-(trifluoro-methyl)benzonitrile